(6-(2-chloro-5-fluoropyrimidin-4-yl)-8-fluoro-4-isopropylquinolin-3-yl)methanol ClC1=NC=C(C(=N1)C=1C=C2C(=C(C=NC2=C(C1)F)CO)C(C)C)F